FC(CCC(=O)C1=CC=C(C=C1)C(F)(F)F)(F)F 4,4,4-trifluoro-1-(4-(trifluoromethyl)phenyl)-1-oxobutane